N1N=CC(=C1)CCNC1=NC(=NC(=C1C)C)C(=O)NC(C)C1=COC2=C1C=CC=C2 4-((2-(1H-pyrazol-4-yl)ethyl)amino)-N-(1-(benzofuran-3-yl)ethyl)-5,6-dimethylpyrimidine-2-carboxamide